NC1=NC=2C=CC=CC2C2=C1N=CN2[C@@H](C(C)(O)C)CC (3R)-3-(4-aminoimidazo[4,5-c]quinolin-1-yl)-2-methyl-pentan-2-ol